FC1=C(C=C(C(=O)O)C=C1)COC1=CC=C(C=C1)OS(=O)(=O)F 4-fluoro-3-((4-((fluorosulfonyl)oxy)phenoxy)methyl)benzoic acid